C(C)(C)(C)OC(=O)N1[C@H](CN([C@H](C1)CO)C=1C2=C(N(C(N1)=O)C=1C(=NC=CC1C)C(C)C)N=C(C(=C2Cl)Cl)Cl)C (2S,5R)-5-(hydroxymethyl)-2-methyl-4-(5,6,7-trichloro-1-(2-isopropyl-4-methylpyridin-3-yl)-2-oxo-1,2-dihydropyrido[2,3-d]pyrimidin-4-yl)piperazine-1-carboxylic acid tert-butyl ester